5-[({5-[(tert-butoxycarbonyl)amino]-1H-indol-2-yl}carbonyl)amino]-1H-indole-2-carboxylic acid C(C)(C)(C)OC(=O)NC=1C=C2C=C(NC2=CC1)C(=O)NC=1C=C2C=C(NC2=CC1)C(=O)O